N-Cyclohexyl-2-benzothiazolesulfenamide zinc [Zn].C1(CCCCC1)NSC=1SC2=C(N1)C=CC=C2